FC1=CC2=C(C(=NO2)C2CCN(CC2)CCN2C(C=3N(CC2)N=C(C3C)C)=O)C=C1 5-{2-[4-(6-fluoro-benzo[d]isoxazol-3-yl)-piperidin-1-yl]-ethyl}-2,3-dimethyl-6,7-dihydro-5H-pyrazolo[1,5-a]pyrazin-4-one